6-(benzyloxy)-3-(1-methyl-6-(piperidin-4-yl)-1H-indazol-3-yl)pyridin-2-ol C(C1=CC=CC=C1)OC1=CC=C(C(=N1)O)C1=NN(C2=CC(=CC=C12)C1CCNCC1)C